4-methyl-5-(4,4,5,5-tetramethyl-1,3,2-dioxaborolan-2-yl)pyridine-3-carbonitrile CC1=C(C=NC=C1B1OC(C(O1)(C)C)(C)C)C#N